[(3S)-1-(2-benzyloxyethyl)-5-oxo-pyrrolidin-3-yl](4-nitrophenyl) carbonate C(OC1=C(C=C(C=C1)[N+](=O)[O-])[C@H]1CN(C(C1)=O)CCOCC1=CC=CC=C1)([O-])=O